methyl 1-(4-(4-methylpiperazin-1-yl)-3-nitrophenyl)-1H-1,2,3-triazole-4-carboxylate CN1CCN(CC1)C1=C(C=C(C=C1)N1N=NC(=C1)C(=O)OC)[N+](=O)[O-]